N-(4-(((R)-1-hydroxy-4-methylpent-2-yl)amino)-6-((R)-2-(2,3,6-trifluorophenyl)propyl)-1,3,5-triazin-2-yl)methanesulfonamide OC[C@@H](CC(C)C)NC1=NC(=NC(=N1)C[C@@H](C)C1=C(C(=CC=C1F)F)F)NS(=O)(=O)C